N(=[N+]=[N-])C=1C(=CC(=C(C(=O)N(C)OC)C1)Br)N1CCC(CC1)CC=C 5-azido-2-bromo-N-methoxy-N-methyl-4-[4-(prop-2-ene-1-yl)piperidin-1-yl]benzamide